spiro[pyrrolidine-4,1'-tetrahydronaphthalen]-2-one C12(CCCC3=CC=CC=C13)CC(NC2)=O